S1C2=C(C=C1)C(=CC=C2)N2CCN(CC2)CCCCOC2=CC=C1C(CC(N(C1=C2)COC(CCCCCCCCCCCCC)=O)=O)(C)C Tetradecanoic acid 7-[4-(4-benzo[b]thiophen-4-ylpiperazin-1-yl)butoxy]-4,4-dimethyl-2-oxo-3,4-dihydro-2H-quinolin-1-ylmethyl ester